4-(1-(5-(4-(azetidin-1-yl)-3H-imidazo[4,5-c]pyridin-2-yl)-2,4-dimethylbenzoyl)piperidin-4-yl)benzonitrile N1(CCC1)C1=NC=CC2=C1NC(=N2)C=2C(=CC(=C(C(=O)N1CCC(CC1)C1=CC=C(C#N)C=C1)C2)C)C